ClC=1C(=C(C=CC1OC[C@H]1COCC1)NC=1C2=C(N=CN1)C=CC(=N2)N2CC1(CCN1C(=O)OC(C)(C)C)C2)F tert-Butyl (R)-6-(4-((3-chloro-2-fluoro-4-((tetrahydrofuran-3-yl)methoxy)phenyl)amino)pyrido[3,2-d]pyrimidin-6-yl)-1,6-diazaspiro[3.3]heptane-1-carboxylate